(S)-(3-(difluoromethyl)-1-methyl-1H-1,2,4-triazol-5-yl)(4-(4-methylpyrazolo[1,5-a]pyridin-2-yl)-6,7-dihydro-1H-imidazo[4,5-c]pyridin-5(4H)-yl)methanone FC(C1=NN(C(=N1)C(=O)N1[C@@H](C2=C(CC1)NC=N2)C2=NN1C(C(=CC=C1)C)=C2)C)F